BrC=1C=C2C(=NC1)N(N=C2C(C)=O)COCC[Si](C)(C)C 1-(5-bromo-1-[[2-(trimethylsilyl)ethoxy]methyl]pyrazolo[3,4-b]pyridin-3-yl)ethanone